O1CCC(CC1)CCNC(O[C@H]1[C@H](NC[C@@H]1O)CC1=CC=C(C=C1)OC)=O (2R,3S,4S)-4-hydroxy-2-[(4-methoxyphenyl)methyl]pyrrolidin-3-yl N-[2-(oxan-4-yl)ethyl]carbamate